methyl 5-hydroxy-9-methyl-2-oxo-2,3-dihydro-1H-benzo[b]azepine-4-carboxylate OC=1C2=C(NC(CC1C(=O)OC)=O)C(=CC=C2)C